dimethyl-tetradecyl-(2-methacryloyloxyethyl)ammonium bromide [Br-].C[N+](CCOC(C(=C)C)=O)(CCCCCCCCCCCCCC)C